ethyl 2-(2-((5-chloro-7-((dihydro-2H-pyran-4(3H)-ylidene)methyl)benzofuran-3-yl)methoxy)phenyl)acetate ClC=1C=C(C2=C(C(=CO2)COC2=C(C=CC=C2)CC(=O)OCC)C1)C=C1CCOCC1